NC=1N=CC2=C(N(CC(C(N2C)=O)(F)F)C(C)C)N1 2-amino-7,7-difluoro-9-isopropyl-5-methyl-8H-pyrimido[4,5-b][1,4]diazepin-6-one